ClC1=CC2=C(C=C3N2C(=NN(C3=O)CC(=O)OCC)C3CC3)S1 Ethyl 2-(2-chloro-5-cyclopropyl-8-oxothieno[2',3':4,5]pyrrolo[1,2-d][1,2,4]triazin-7(8H)-yl)acetate